2-(3,3-Dimethyl-1-(2-((methylamino)methyl)benzyl)ureido)-N-(2'-oxo-1,1',2',3-tetrahydrospiro[indene-2,3'-pyrrolo[2,3-b]pyridin]-5-yl)acetamide CN(C(N(CC1=C(C=CC=C1)CNC)CC(=O)NC=1C=C2CC3(C(NC4=NC=CC=C43)=O)CC2=CC1)=O)C